FC1=C(C=CC(=C1)F)\N=C(/N)\SCC1=C(C=C(C(=C1)Cl)Cl)CSC(N)=NC1=C(C=C(C=C1)F)F (4,5-dichloro-1,2-phenylene)bis(methylene) (E,E)-bis(N'-(2,4-difluorophenyl)carbamimidothioate)